(±)-allyl 2-(4-acetoxycyclohexyl)-2-[4-[3-[tert-butylsulfinyl(2-trimethylsilylethoxymethyl)amino]oxetan-3-yl]phenyl]acetate C(C)(=O)OC1CCC(CC1)C(C(=O)OCC=C)C1=CC=C(C=C1)C1(COC1)N(COCC[Si](C)(C)C)S(=O)C(C)(C)C